C(C#CCCC)O 2-hexyne-1-ol